COC1=C2C(C(=C(OC2=CC(=C1)OC)C1=CC(=C(C(=C1)OC)OC)OC)OCCCCSC=1OC(=NN1)C1=CC=C(C=C1)[N+](=O)[O-])=O 5,7-dimethoxy-3-(4-((5-(4-nitrophenyl)-1,3,4-oxadiazol-2-yl)thio)butoxy)-2-(3,4,5-trimethoxyphenyl)-4H-chromen-4-one